COC(=O)C1=C(C=CC=C1)NC(CCC(=O)O)=O 4-((2-(Methoxycarbonyl)phenyl)amino)-4-oxobutanoic acid